FC1(CN(C1)C1=NC(=NC=C1)NC1CC2(CC(C2)OC2=C(C(=O)N)C=CC=N2)C1)F 2-(((2S,4s,6S)-6-((4-(3,3-difluoro-azetidin-1-yl)pyrimidin-2-yl)amino)spiro[3.3]heptan-2-yl)oxy)nicotinamide